1-methyl-5-(N-methyl-2-(piperidin-1-yl)acetamido)-1H-indole-3-carboxylic Acid CN1C=C(C2=CC(=CC=C12)N(C(CN1CCCCC1)=O)C)C(=O)O